[6-(2,2-difluoroethoxy)-5-fluoro-2-methoxy-3-pyridinyl]-7-(3-hydroxyoxetan-3-yl)imidazo[1,2-a]pyridine-3-sulfonamide FC(COC1=C(C=C(C(=N1)OC)C=1N=C2N(C=CC(=C2)C2(COC2)O)C1S(=O)(=O)N)F)F